[Si](C)(C)(C(C)(C)C)O[C@@H]1CN(CC1)C(C(=O)OCC)C(=O)OCC diethyl (S)-2-(3-((tert-butyldimethylsilyl)oxy)pyrrolidin-1-yl)malonate